tert-Butyl ((2-(((3R*,5S*)-5-allyltetrahydrofuran-3-yl)oxy)-4-methylphenyl)sulfonyl)-L-prolinate C(C=C)[C@H]1C[C@H](CO1)OC1=C(C=CC(=C1)C)S(=O)(=O)N1[C@@H](CCC1)C(=O)OC(C)(C)C |o1:3,5|